COC(=O)C1=C(C(CC1)=O)CC1=C(C=C(C=C1)F)OC 2-[(4-fluoro-2-methoxy-phenyl)methyl]-3-oxo-cyclopentene-1-carboxylic acid methyl ester